F[C@@H]1C(C1)N1C=C(C(C2=CC(=C(C(=C12)Cl)N1C[C@@H](CC1)O)F)=O)C(=O)O 1-((2S)-2-fluorocyclopropyl)-8-chloro-6-fluoro-1,4-dihydro-7-((3R)-3-hydroxypyrrolidinyl)-4-oxo-3-quinolinecarboxylic acid